ClC1=C(C=CC=C1)C1=C(C(=CC=C1)NC(=O)[C@H]1N(C[C@@H](C1)F)C(CN1N=C(C2=CC(=CC=C12)C=1C=NC(=NC1)OC)C(=O)N)=O)F 1-(2-((2S,4R)-2-(2'-chloro-2-fluorobiphenyl-3-ylcarbamoyl)-4-fluoropyrrolidin-1-yl)-2-oxoethyl)-5-(2-methoxypyrimidin-5-yl)-1H-indazol-3-carboxamide